(1r,3r)-3-amino-2,2,4,4-tetramethylcyclobutyl ether NC1C(C(C1(C)C)OC1C(C(C1(C)C)N)(C)C)(C)C